2-((2-nitrophenyl)sulfonyl)-7,10,18-trioxo-14-oxa-2,6,11,17-tetraazanonadecan [N+](=O)([O-])C1=C(C=CC=C1)S(=O)(=O)N(C)CCCNC(CCC(NCCOCCNC(C)=O)=O)=O